1,4-bis(2-(p-hydroxyphenyl)propyl)benzene OC1=CC=C(C=C1)C(CC1=CC=C(C=C1)CC(C)C1=CC=C(C=C1)O)C